3,3,3-trifluoro-N-[[2-fluoro-4-[5-(trifluoromethyl)-1,2,4-oxadiazol-3-yl]phenyl]methyl]propanamide FC(CC(=O)NCC1=C(C=C(C=C1)C1=NOC(=N1)C(F)(F)F)F)(F)F